L-Allonic acid O=C([C@@H](O)[C@@H](O)[C@@H](O)[C@@H](O)CO)O